N-(4-cyano-3-trifluoromethyl-phenyl)methyl-acrylamide C(#N)C1=C(C=C(C=C1)CNC(C=C)=O)C(F)(F)F